CN(C1=CC=C(C(=O)N2CC3=C(C(C2)(C)C)SC(=C3)C(=O)O)C=C1)C 5-(4-(dimethylamino)benzoyl)-7,7-dimethyl-4,5,6,7-tetrahydrothieno[3,2-c]pyridine-2-carboxylic acid